O=C1C(=CN=CN1CC(=O)N[C@@H](C)C1=CC=C(C=C1)C)C1=CC=CC=C1 2-(6-oxo-5-phenyl-pyrimidin-1-yl)-N-[(1S)-1-(p-tolyl)ethyl]acetamide